O[C@@H]1C[C@@H](CC1)NC1=NC(=CC(=N1)C=1C=C(C=CC1C)NC(=O)N1C[C@@H](CC1)CC(F)(F)F)N1CCOCC1 (3S)-N-[3-(2-[[(1R,3S)-3-hydroxycyclopentyl]amino]-6-(morpholin-4-yl)pyrimidin-4-yl)-4-methylphenyl]-3-(2,2,2-trifluoroethyl)pyrrolidine-1-carboxamide